BrC=1C(=C2C=3C(=NC(=NC3C1)OC[C@]13CCCN3C[C@@H](C1)F)N(CCO2)CC=2C=NN(C2)C(C2=CC=CC=C2)(C2=CC=CC=C2)C2=CC=CC=C2)Cl 9-bromo-8-chloro-2-(((2R,7aS)-2-fluorotetrahydro-1H-pyrrolizin-7a(5H)-yl)methoxy)-4-((1-trityl-1H-pyrazol-4-yl)methyl)-5,6-dihydro-4H-[1,4]oxazepino[5,6,7-de]quinazoline